ClC=1C=C(C=CC1F)NC1=NC=NC2=CC(=C(C=C12)OCCCN1CCN(CC1)CC1=CC=C(C=C1)N1C(NC(CC1)=O)=O)OC 1-(4-((4-(3-((4-((3-chloro-4-fluorophenyl)amino)-7-methoxyquinazolin-6-yl)oxy)propyl)piperazin-1-yl)methyl)phenyl)dihydropyrimidine-2,4(1H,3H)-dione